2-chloro-5,8-dihydroxy-1,4-naphthoquinone ClC=1C(C2=C(C=CC(=C2C(C1)=O)O)O)=O